O=C(C)NCC(NCCCCCNC(NCCC)=O)=O 2,5,13-trioxo-3,6,12,14-tetraazaheptadecane